2-(1-methyl-4-((4-(methylamino)-5-(trifluoromethyl)pyrimidin-2-yl)amino)-1H-indazol-6-yl)acetonitrile CN1N=CC2=C(C=C(C=C12)CC#N)NC1=NC=C(C(=N1)NC)C(F)(F)F